3-(2-chlorophenyl)propyl-prop-2-en-1-one methyl-2-[5-(6-{5-[(methanesulfonyloxy)methyl]-1-methyl-1H-1,2,3-triazol-4-yl}-2-methylpyridin-3-yl)oxan-3-yl]acetate COC(CC1COCC(C1)C=1C(=NC(=CC1)C=1N=NN(C1COS(=O)(=O)C)C)C)=O.ClC1=C(C=CC=C1)CCCC(C=C)=O